cadmium sorbate C(\C=C\C=C\C)(=O)[O-].[Cd+2].C(\C=C\C=C\C)(=O)[O-]